N,N-bis(trimethoxysilylpropyl)ethylenediamine CO[Si](OC)(OC)CCCN(CCN)CCC[Si](OC)(OC)OC